COC=1C=C(C=CC1OCCCN1CCCCC1)NC1=NC=CC(=N1)NC1=CN=C2CCC(SC2=C1)C 2-[3-methoxy-4-(3-piperidinopropoxy)phenylamino]-4-(2-methyl-3,4-dihydro-2H-1-thia-5-azanaphth-7-ylamino)pyrimidine